ClCC1=NC(=NO1)[C@@H]1[C@H]2CN([C@@H]([C@@H]12)C)C1=CC(=CC=C1)Cl 5-(chloromethyl)-3-((1R,2R,5S,6R)-3-(3-chlorophenyl)-2-methyl-3-azabicyclo[3.1.0]hex-6-yl)-1,2,4-oxadiazole